aluminum sec-butoxide salt CC([O-])CC.[Al+3].CC([O-])CC.CC([O-])CC